ethyl 2,5-dibromo-1-[2-(trifluoromethyl)cyclopropyl]-1H-imidazole-4-carboxylate BrC=1N(C(=C(N1)C(=O)OCC)Br)C1C(C1)C(F)(F)F